[Sb].[As].[Sn] tin arsenic antimony